4-(5-amino-3-fluoro-6-iodopyridin-2-yl)piperidine-1-carboxylic acid tert-butyl ester C(C)(C)(C)OC(=O)N1CCC(CC1)C1=NC(=C(C=C1F)N)I